2-O-tert-butyl-8-O-ethyl-3,4-dihydro-1H-isoquinoline-2,8-dicarboxylic acid C(C)(C)(C)OC(=O)N1CC2=C(C=CC=C2CC1)C(=O)OCC